FC1=C(C=C(C(=C1)C)C1=CC(=NC(=C1)N1CCOCC1)OCCO)NC(=O)N1CC2(COC2)CC1 N-[2-fluoro-5-[2-(2-hydroxyethoxy)-6-(morpholin-4-yl)pyridin-4-yl]-4-methylphenyl]-2-oxa-6-azaspiro[3.4]octane-6-carboxamide